Methylpropiophenone CC(C(=O)C1=CC=CC=C1)C